Cl.C1(=CC=CC=C1)C1(C2CCC(C2)C12CCCC2)N rac-3-phenylspiro[bicyclo[2.2.1]heptane-2,1'-cyclopentan]-3-amine hydrochloride